4-(2-methoxyphenyl)-6-methyl-N-(5-nicotinoyl-5,6-dihydro-4H-pyrrolo[3,4-d]thiazol-2-yl)nicotinamide COC1=C(C=CC=C1)C1=CC(=NC=C1C(=O)NC=1SC2=C(N1)CN(C2)C(C2=CN=CC=C2)=O)C